N-METHYLMORPHOLIN-N-OXID C[N+]1(CCOCC1)[O-]